D-Arabitol C([C@H](C([C@@H](CO)O)O)O)O